(2S,3S)-2-(3-fluoro-4-hydroxyphenyl)chromane-3,5,7-triol β-Hydroxyethylacrylat OCCC(C(=O)O)=C.FC=1C=C(C=CC1O)[C@@H]1OC=2C=C(C=C(C2C[C@@H]1O)O)O